Isopropyl ((((2R,3S,5R)-2-(chloromethyl)-3-hydroxy-5-(5-methyl-2,4-dioxo-3,4-dihydropyrimidin-1(2H)-yl)tetrahydrofuran-2-yl) methoxy)(phenoxy)phosphoryl)-L-alaninate ClC[C@@]1(O[C@H](C[C@@H]1O)N1C(NC(C(=C1)C)=O)=O)COP(=O)(OC1=CC=CC=C1)N[C@@H](C)C(=O)OC(C)C